S(=O)(=O)(OCCCCCSCC=1C=C2C=C(C=C3C=C(CC(C1)=C32)CSCCCCCOS(=O)(=O)[O-])CSCCCCCOS(=O)(=O)[O-])[O-] 5-(((2,5-bis(((5-(sulfonatooxy)pentyl)thio)methyl)-1H-phenalen-8-yl)methyl)thio)pentyl sulfate